C(CCCCCCC)SC1=NC(=NC(=N1)SCCCCCCCC)NC1=CC(=C(C(=C1)C(C)(C)C)O)C(C)(C)C 2,4-Bis(n-octylthio)-6-(4-hydroxy-3,5-di-tert-butylphenylamino)-1,3,5-triazine